(2R)-3-(bis(11-((2-ethylhexyl)thio)undecyl)amino)-2-fluoropropan-1-ol C(C)C(CSCCCCCCCCCCCN(C[C@H](CO)F)CCCCCCCCCCCSCC(CCCC)CC)CCCC